NC=1N(C=C(N1)[C@@H]1C[C@@H](CC1)NC(OC(C)(C)C)=O)C tert-butyl ((1R,3S)-3-(2-amino-1-methyl-1H-imidazol-4-yl)cyclopentyl)carbamate